BrC=1C=C(C=CC1)C=1NC(=NN1)C(=O)OCC ethyl 5-(3-bromophenyl)-4H-1,2,4-triazole-3-carboxylate